N1=C(C=NC=C1)CNC(=O)C1CCC1 N-(Pyrazin-2-ylmethyl)cyclobutanecarboxamide